OCCOC=1C=C(C(=O)NCC2=CC=C(C=C2)C)C=CC1 3-(2-hydroxyethoxy)-N-(4-methylbenzyl)benzamide